methyl (6S)-5-azaspiro[2.4]heptane-5,6-dicarboxylate C1CC12CN([C@@H](C2)C(=O)[O-])C(=O)OC